8-hydroxyquinoline sulphate S(=O)(=O)(O)O.OC=1C=CC=C2C=CC=NC12